CC1=CN=C(N1COCC[Si](C)(C)C)S(=O)(=N)C1=CC=C(C(=O)O)C=C1 4-[[5-methyl-1-(2-trimethylsilylethoxymethyl)imidazol-2-yl]sulfonimidoyl]benzoic acid